octafluoro-2,3-pentadiene FC(C(=C=C(C(F)(F)F)F)F)(F)F